(3R,10S)-3-((1H-imidazol-1-yl)methyl)-7-((2S,5R)-4-acryloyl-2,5-dimethylpiperazin-1-yl)-9-chloro-10-(naphthalen-1-yl)-2,3-dihydro-5H-[1,4]oxazino[2,3,4-ij]quinazolin-5-one N1(C=NC=C1)C[C@@H]1COC=2C(=C(C=C3C(=NC(N1C23)=O)N2[C@H](CN([C@@H](C2)C)C(C=C)=O)C)Cl)C2=CC=CC3=CC=CC=C23